ClC=1C=C(C=CC1N1CCC2(CC(C2)N(C)C)CC1)NC1=NC=CC(=N1)NC1=C(C=CC=C1)P(C)(C)=O (2-((2-((3-chloro-4-(2-(dimethylamino)-7-azaspiro[3.5]nonan-7-yl)phenyl)amino)pyrimidin-4-yl)amino)phenyl)dimethylphosphine oxide